azidofolic acid N(=[N+]=[N-])C(C(=O)O)C[C@@H](C(=O)O)NC(=O)C1=CC=C(NCC2=CN=C3N=C(N)NC(=O)C3=N2)C=C1